2-[[1-[3-amino-6-(2-hydroxyphenyl)pyridazin-4-yl]-4-phenyl-4-piperidyl]oxy]-N-[1-[1-[2-(2,6-dioxo-3-piperidyl)-1,3-dioxo-isoindolin-5-yl]piperidine-4-carbonyl]-4-piperidyl]acetamide NC=1N=NC(=CC1N1CCC(CC1)(C1=CC=CC=C1)OCC(=O)NC1CCN(CC1)C(=O)C1CCN(CC1)C=1C=C2C(N(C(C2=CC1)=O)C1C(NC(CC1)=O)=O)=O)C1=C(C=CC=C1)O